gold-nickel carbon [C].[Ni].[Au]